4-((2-(2,6-dicarbonylpiperidin-3-yl)-1,3-dicarbonylisoindolin-5-yl)ethynyl)benzoic acid C(=O)=C1NC(CCC1N1C(C2=CC=C(C=C2C1=C=O)C#CC1=CC=C(C(=O)O)C=C1)=C=O)=C=O